O(O)C(C=C=C=C=CC(=O)O)C 7-hydroperoxy-octa-tetraenoic acid